(4-oxo-4H-quinolin-1-yl)-acetyl-(3-phenoxybenzylidene)hydrazine platinum (II) [Pt+2].O=C1C=CN(C2=CC=CC=C12)N(N=CC1=CC(=CC=C1)OC1=CC=CC=C1)C(C)=O